2-[2-(aminomethyl)-3,3-difluoro-allyl]-4-[6-(4-methylsulfonylphenyl)-3-pyridinyl]-1,2,4-triazol-3-one NCC(CN1N=CN(C1=O)C=1C=NC(=CC1)C1=CC=C(C=C1)S(=O)(=O)C)=C(F)F